(±)-2-{4-[3-(4-chloro-5-methoxy-1-methyl-1H-indole-2-amido)oxetan-3-yl]phenyl}-2-(piperidin-4-yl)acetic acid ClC1=C2C=C(N(C2=CC=C1OC)C)C(=O)NC1(COC1)C1=CC=C(C=C1)[C@H](C(=O)O)C1CCNCC1 |r|